CC1(OC2=C(C1)C=C(C(=C2)N2C[C@]1(CCOC1)CC2)NC(=O)C=2C=NN1C2N=CC=C1)C (R)-N-(2,2-dimethyl-6-(2-oxa-7-azaspiro[4.4]nonan-7-yl)-2,3-dihydrobenzofuran-5-yl)pyrazolo[1,5-a]pyrimidine-3-carboxamide